difluoromethyl-thymidine FC(F)[C@@]1(C[C@H](O)[C@@H](CO)O1)N1C(=O)NC(=O)C(C)=C1